C(C)(C)C1=C(C(=CC=C1)C(C)C)N1C=[NH+]C=C1 1-(2,6-diisopropylphenyl)-3-imidazolium